O1CC(CC1)N1N=CC(=C1)C1=NC(=CC(=N1)N1CC2(CC1)CC(CCC2)C(=O)OC)NC2=NC=CC(=C2)OC(F)(F)F methyl 2-(2-(1-(tetrahydrofuran-3-yl)-1H-pyrazol-4-yl)-6-((4-(trifluoromethoxy) pyridin-2-yl) amino) pyrimidin-4-yl)-2-azaspiro[4.5]decane-7-carboxylate